4-formyl-N-(4-(2-(4-methoxyphenyl)propan-2-yl)thiazol-2-yl)benzamide C(=O)C1=CC=C(C(=O)NC=2SC=C(N2)C(C)(C)C2=CC=C(C=C2)OC)C=C1